OC(C(=O)[O-])CCC.[K+] potassium hydroxyvalerate